C(C)OC(CCCCCCN1CCN(CC1)C1=CC=C(C=C1)NC1=NC=C2N=C(N(C2=N1)[C@@H]1CN(CC1)C(C=C)=O)NC1=CC=CC=C1)=O (S)-2-((4-(4-(7-ethoxy-7-oxoheptyl)-1-piperazinyl)phenyl)amino)-8-phenylamino-9-(N-acryloyl-3-pyrrolidinyl)-9H-purine